5-(2-Aminopropoxy)-2-methyl-N-(1-(7-vinylquinolin-5-yl)cyclopropyl)benzamide NC(COC=1C=CC(=C(C(=O)NC2(CC2)C2=C3C=CC=NC3=CC(=C2)C=C)C1)C)C